Cl.O=C1NC2=CC=CC=C2[C@]12CN[C@@H](C2)C(=O)N (3r,5'S)-2-oxospiro[indole-3,3'-pyrrolidine]-5'-carboxamide hydrochloride